[Li].C[Si](N[Si](C)(C)C)(C)C hexamethyl-disilazane lithium